FC1(CN(CC1)C1=NC(=CC(=N1)NC1=CC2=C(C=N1)N(C(N2[C@H]2C[C@@H](CC2)NC(OC)=O)=O)C)C)F methyl ((1R,3R)-3-(6-((2-(3,3-difluoropyrrolidin-1-yl)-6-methylpyrimidin-4-yl)amino)-3-methyl-2-oxo-2,3-dihydro-1H-imidazo[4,5-c]pyridin-1-yl)cyclopentyl)carbamate